(3R,4R)-1-cyclohexyl-4-{[5-(2,4-difluoro-phenyl)-isoxazole-3-carbonyl]-amino}-piperidine-3-carboxylic acid C1(CCCCC1)N1C[C@H]([C@@H](CC1)NC(=O)C1=NOC(=C1)C1=C(C=C(C=C1)F)F)C(=O)O